2,3-dimethyl-6-[(2S)-2-(1-methyl-1H-pyrazol-4-yl)morpholin-4-yl]-8-[(1r,3r)-3-(trifluoromethyl)cyclobutyl]-3H,4H-pyrimido[5,4-d][1,3]diazin-4-one CC=1N(C(C2=C(N1)C(=NC(=N2)N2C[C@@H](OCC2)C=2C=NN(C2)C)C2CC(C2)C(F)(F)F)=O)C